6-[2-(1-ethylpyrazol-3-yl)pyrrolidin-1-yl]-4-[(3R)-3-methylmorpholin-4-yl]-1H-pyridin-2-one C(C)N1N=C(C=C1)C1N(CCC1)C1=CC(=CC(N1)=O)N1[C@@H](COCC1)C